N=1C=C(N2N=CC=CC21)C#CC=2C=C(C(=O)NC1=CC(=C(C=C1)CNCCN1CCN(CC1)C1=NC=CC(=C1)C(F)(F)F)C(F)(F)F)C=CC2C 3-(imidazo[1,2-b]pyridazin-3-ylethynyl)-4-methyl-N-(3-(trifluoromethyl)-4-(((2-(4-(4-(trifluoromethyl)pyridin-2-yl)piperazin-1-yl)ethyl)amino)methyl)phenyl)benzamide